F[C@@H]1CNCC[C@@H]1N1[C@@H]2CO[C@H](C1)C2 (1S,4S)-5-((3R,4S)-3-fluoropiperidin-4-yl)-2-oxa-5-azabicyclo[2.2.1]heptane